3-(pyridin-4-yl)-10-(trifluoromethyl)-3,4-dihydro-2H,6H-[1,4]thiazepino[2,3,4-ij]quinazolin-6-one N1=CC=C(C=C1)C1CN2C(N=CC3=CC(=CC(=C23)SC1)C(F)(F)F)=O